N1N=NC(C(C1=O)=O)=O.[Cl] chlorine triazinetrione